1-(2-bromo-4-(2-(4-(2-hydroxy-3-(4-(hydroxymethyl)-5-iodo-1H-1,2,3-triazol-1-yl)propoxy)phenyl)propan-2-yl)phenoxy)-3-chloropropan-2-ol BrC1=C(OCC(CCl)O)C=CC(=C1)C(C)(C)C1=CC=C(C=C1)OCC(CN1N=NC(=C1I)CO)O